[Si](C)(C)(C(C)(C)C)OCC(OC1C[C@@H]2CC(C[C@@H]2C1)CC#N)C1=C(C=CC=C1)OC 2-[(3aS,6aR)-5-[2-[t-butyl(dimethyl)silyl]oxy-1-(2-methoxyphenyl)ethoxy]-1,2,3,3a,4,5,6,6a-octahydropentalen-2-yl]acetonitrile